N4-(4-methylpyridin-2-yl)-N6-(2-(methylsulfonyl)phenyl)pyrimidine-4,6-diamine CC1=CC(=NC=C1)NC1=NC=NC(=C1)NC1=C(C=CC=C1)S(=O)(=O)C